O=C1NC(CCC1N1C(C2=CC=C(C(=C2C1)F)CN1CCN(CC1)CC1=CC=C(C(=O)NC2=CC(=C(C=C2)C)NC2=NC=CC(=N2)C=2C=NC=CC2)C=C1)=O)=O 4-((4-((2-(2,6-dioxopiperidin-3-yl)-4-fluoro-1-oxoisoindoline-5-yl)methyl)piperazine-1-yl)methyl)-N-(4-methyl-3-((4-(pyridin-3-yl)pyrimidin-2-yl)amino)phenyl)benzamide